CC=1SC(=C(N1)C)C1=C2C(=NN1)C1=CC=CC(=C1C2=O)NC(=O)NN2CCN(CC2)C (3-(2,4-dimethylthiazol-5-yl)-4-oxo-2,4-dihydroindeno[1,2-c]pyrazol-5-yl)-3-(4-methylpiperazin-1-yl)urea